2,2'-dimethyl-N3,N3'-bis(3-(morpholinomethyl)-1,7-naphthyridin-8-yl)-[1,1'-biphenyl]-3,3'-diamine CC1=C(C=CC=C1NC=1N=CC=C2C=C(C=NC12)CN1CCOCC1)C1=C(C(=CC=C1)NC=1N=CC=C2C=C(C=NC12)CN1CCOCC1)C